3-(3-(2-(3-(tert-butyl)ureido)-7-(pentylamino)-1,8-naphthyridin-3-yl)-4-methoxyphenoxy)propan-1-aminium formate C(=O)[O-].C(C)(C)(C)NC(NC1=NC2=NC(=CC=C2C=C1C=1C=C(OCCC[NH3+])C=CC1OC)NCCCCC)=O